2-azido-1-((R)-2,2-dimethyl-1,3-dioxolan-4-yl)ethan-1-ol N(=[N+]=[N-])CC(O)[C@@H]1OC(OC1)(C)C